3-(5-{[2-oxoazacyclooct-3-yl]amino}[1,2,4]triazolo[1,5-c]quinazolin-2-yl)benzonitrile O=C1NCCCCCC1NC1=NC=2C=CC=CC2C=2N1N=C(N2)C=2C=C(C#N)C=CC2